chloromethyldiisopropyl-aminosilane ClC[Si](N)(C(C)C)C(C)C